BrC1=C(C(=C2C=C(NC2=C1)CNC(OC(C)(C)C)=O)F)F tert-butyl ((6-bromo-4,5-difluoro-1H-indol-2-yl)methyl)carbamate